S1C2=C(C(=C1)CNC(=O)C=1N=NC(=C(C1C)C)N1CC=3C=C(C=NC3CC1)C(F)(F)F)C=CC=C2 N-(benzo[b]thiophen-3-ylmethyl)-4,5-dimethyl-6-(3-(trifluoromethyl)-7,8-dihydro-1,6-naphthyridin-6(5H)-yl)pyridazine-3-carboxamide